C(C)(C)N1N=CC(=C1)NC(CN1N=CC(=C1)[N+](=O)[O-])=O N-(1-isopropyl-1H-pyrazol-4-yl)-2-(4-nitro-1H-pyrazol-1-yl)acetamide